COC(=O)C=1SC(=C(C1OCC1=CC=C(C=C1)OC)Br)C 4-bromo-3-{[(4-methoxyphenyl)methyl]oxy}-5-methylthiophene-2-carboxylic acid methyl ester